N-(2-(6,6-dimethyl-4,5,6,7-tetrahydro-1H-indazol-3-yl)-1H-indol-6-yl)-3-(1-(2-(2,6-dioxopiperidin-3-yl)-1,3-dioxoisoindolin-5-yl)pyrrolidin-3-yl)-N-methylpropanamide CC1(CCC=2C(=NNC2C1)C=1NC2=CC(=CC=C2C1)N(C(CCC1CN(CC1)C=1C=C2C(N(C(C2=CC1)=O)C1C(NC(CC1)=O)=O)=O)=O)C)C